3-hydroxy-quinoline OC=1C=NC2=CC=CC=C2C1